The molecule is a pyrimidine 2'-deoxyribonucleoside having uracil as the nucleobase. It has a role as a human metabolite, a Saccharomyces cerevisiae metabolite, an Escherichia coli metabolite and a mouse metabolite. It derives from a uracil. C1[C@@H]([C@H](O[C@H]1N2C=CC(=O)NC2=O)CO)O